hexahydropentalene C1CCC2CCC=C12